rac-5-((2S,3R,4S,5R)-3-(6-(difluoromethyl)-2-methoxypyridin-3-yl)-4,5-dimethyl-5-(trifluoromethyl)tetrahydrofuran-2-carboxamido)picolinamide FC(C1=CC=C(C(=N1)OC)[C@@H]1[C@H](O[C@]([C@H]1C)(C(F)(F)F)C)C(=O)NC=1C=CC(=NC1)C(=O)N)F |r|